2-chloro-5-{[(2,2-dimethylpropionyl)amino]methyl}-N-{1-[5-(methoxymethyl)pyridin-3-yl]-1H-indazol-4-yl}benzamide hydrochloride Cl.ClC1=C(C(=O)NC2=C3C=NN(C3=CC=C2)C=2C=NC=C(C2)COC)C=C(C=C1)CNC(C(C)(C)C)=O